(4aS)-7-chloro-2,5-dihydro-2-[[(methoxycarbonyl)[4-[(trifluoromethyl)thio]phenyl]amino]carbonyl]indeno[1,2-e][1,3,4]oxadiazine-4a(3H)-carboxylic acid methyl ester COC(=O)[C@]12C(=NN(CO1)C(=O)N(C1=CC=C(C=C1)SC(F)(F)F)C(=O)OC)C1=CC=C(C=C1C2)Cl